C(C)C(CN1C(=C(C(C2=C(C=C(C=C12)OCC=C)OCC=C)=O)OCC=C)C1=CC(=C(C=C1)OCC=C)OCC=C)CCCC N-(2-ethylhexyl)-2-(3,4-di-(2-propen-1-oxy)-phenyl)-3,5,7-tris-(2-propen-1-yloxy)-quinolin-4-one